2-(4-(butylsulfanyl)-2,5-dimethoxyphenyl)ethylamine C(CCC)SC1=CC(=C(C=C1OC)CCN)OC